Tert-butyl (S)-4-((3-chloro-2,4-difluorophenyl) (methyl) carbamoyl)-2-oxoimidazolidine-1-carboxylate ClC=1C(=C(C=CC1F)N(C(=O)[C@H]1NC(N(C1)C(=O)OC(C)(C)C)=O)C)F